methyl 3,4-dichlorobenzoate ClC=1C=C(C(=O)OC)C=CC1Cl